C1(=CC=CC=C1)C(C1=CC=CC=C1)(Cl)Cl diphenylmethylene dichloride